C1(=CC=CC=C1)NC(CC[Si](OC)(OC)OC)CCN N-phenyl-3-aminoethyl-3-aminopropyl-trimethoxysilane